C(C)(=O)OC1[C@@H]([C@@H](OC(C)=O)[C@H](OC(C)=O)[C@H](O1)COC(C)=O)N=[N+]=[N-] 2-azido-2-deoxy-D-glucopyranose 1,3,4,6-tetraacetate